CN1N=C(C2=CC=CC(=C12)OC1CCN(CC1)C(=O)C1CC(C1)C1=CC=CC=C1)C1C(NC(CC1)=O)=O 3-(1-Methyl-7-((1-(3-phenylcyclobutane-1-carbonyl)piperidin-4-yl)oxy)-1H-indazol-3-yl)piperidine-2,6-dione